C1C2N(CCN1C1=NC3=C(N1C(=O)NCC#CC(C)C)C=CC=C3)CCC2 (Hexahydropyrrolo[1,2-a]pyrazin-2(1H)-yl)-N-(4-methylpent-2-yn-1-yl)-1H-benzo[d]imidazole-1-carboxamide